COC1=C(C=C(C=C1)O)O 4-methoxy-1,3-dihydroxybenzene